C1(=CC=C(C=C1)S(=O)(=O)C(C(CCCl)=C)CCCCCCCC)C 1-Chloro-3-methylenedodecan-4-yl p-tolyl sulfone